CC1CN1 1,2-propyleneimine